2-(2,5-Dibromothiophen-3-yl)acetic acid methyl ester COC(CC1=C(SC(=C1)Br)Br)=O